9-(4-(4,6-bis(4'-methoxy-2-methyl-[1,1'-biphenyl]-4-yl)-1,3,5-triazin-2-yl)-2-methylphenyl)-3,6-di-tert-butyl-9H-carbazole COC1=CC=C(C=C1)C1=C(C=C(C=C1)C1=NC(=NC(=N1)C1=CC(=C(C=C1)C1=CC=C(C=C1)OC)C)C1=CC(=C(C=C1)N1C2=CC=C(C=C2C=2C=C(C=CC12)C(C)(C)C)C(C)(C)C)C)C